C(C)(C)N1C(C2=C(C=C(C=C2C1)C1=C(N=C(S1)NC(=O)N1C(CCC1)C(=O)N)C)C)=O N1-(5-(2-isopropyl-7-methyl-1-oxo-isoindol-5-yl)-4-methylthiazol-2-yl)-pyrrolidine-1,2-dicarboxamide